4-(1-cyclopentyl-5-(3,5-dimethylisoxazol-4-yl)-1H-pyrrolo[2,3-b]pyridin-3-yl)-3-(trifluoromethoxy)benzoic acid C1(CCCC1)N1C=C(C=2C1=NC=C(C2)C=2C(=NOC2C)C)C2=C(C=C(C(=O)O)C=C2)OC(F)(F)F